NC=1C(=NN(C1C(=O)OCC)C1=CC=C(C=C1)CNC(C1=C(C=CC(=C1)F)OC)=O)C1CCC2(OCCO2)CC1 ethyl 4-amino-1-(4-((5-fluoro-2-methoxybenzamido)methyl)phenyl)-3-(1,4-dioxaspiro[4.5]decan-8-yl)-1H-pyrazole-5-carboxylate